1,5-dichloro-2-fluoro-3-(3,3,3-trifluoroprop-1-en-2-yl)benzene ClC1=C(C(=CC(=C1)Cl)C(=C)C(F)(F)F)F